2-methyl-6-(1,2,3,6-tetrahydropyridin-4-yl)pyrido[2,3-d]pyrimidin-7(8H)-one CC=1N=CC2=C(N1)NC(C(=C2)C=2CCNCC2)=O